N(=[N+]=[N-])[C@@H]1[C@H](CNC1)O (3S,4S)-4-azidopyrrolidin-3-ol